FC(OC1=CC=C(C=C1)C=1C=2N(C(=C(C1)C#N)C=C)C=CN2)(F)F 8-[4-(trifluoromethoxy)phenyl]-5-vinylimidazo[1,2-a]pyridine-6-carbonitrile